CC=1C=C(C=CC1C)N1N=C(C=2C=NC=3C=CC=CC3C21)C2=CC=C(C=C2)N2CCNCC2 1-(3,4-dimethylphenyl)-3-(4-piperazin-1-ylphenyl)-1H-pyrazolo[4,3-c]quinoline